CC1(CCNCC1)O 4-methyl-piperidin-4-ol